C12(CC(C1)C2)C2=CC=C(C=C2)N2N=C(C=1C(N(CCC12)C(=O)OC(C)(C)C)C#N)CC(=O)OC tert-butyl 1-(4-(bicyclo[1.1.1]pentan-1-yl)phenyl)-4-cyano-3-(2-methoxy-2-oxoethyl)-1,4,6,7-tetrahydro-5H-pyrazolo[4,3-c]pyridine-5-carboxylate